C(CCCCCCCCCCC)C1CN(CC1)C1CC(NC(C1)(C)C)(C)C 3-dodecyl-1-(2,2,6,6-tetramethylpiperidin-4-yl)pyrrolidin